ClC=1SC(=CN1)C[N+]1=C2N(C(C(=C1O)C1=CC(=CC(=C1)OC)C#CC1CC1)=O)C=CC=C2C 1-[(2-Chloro-5-thiazolyl)methyl]-3-[3-(2-cyclopropylethynyl)-5-methoxyphenyl]-2-hydroxy-9-methyl-4-oxo-4H-pyrido[1,2-a]pyrimidinium